CN1N=CC(=C1)C(C[N+](=O)[O-])O 1-(1-methyl-1H-pyrazol-4-yl)-2-nitroethan-1-ol